3-((3R,4R)-4-methyl-3-(methyl(7-(2-(4-(1-oxoisoindolin-2-yl)phenyl)butyryl)-7H-pyrrolo[2,3-d]pyrimidin-4-yl)amino)piperidin-1-yl)-3-oxopropionitrile C[C@H]1[C@H](CN(CC1)C(CC#N)=O)N(C=1C2=C(N=CN1)N(C=C2)C(C(CC)C2=CC=C(C=C2)N2C(C1=CC=CC=C1C2)=O)=O)C